hexane ammonium iodide [I-].[NH4+].CCCCCC